1-(4-{2-azabicyclo[2.1.1]hexan-2-yl}pyridin-2-yl)-N-(1-methylindazol-7-yl)pyrazole-4-sulfonamide C12N(CC(C1)C2)C2=CC(=NC=C2)N2N=CC(=C2)S(=O)(=O)NC=2C=CC=C1C=NN(C21)C